(2S,5R)-5-(2-chlorophenyl)-1-(6-(2-fluorophenyl)nicotinoyl)pyrrolidine-2-carboxylic acid ClC1=C(C=CC=C1)[C@H]1CC[C@H](N1C(C1=CN=C(C=C1)C1=C(C=CC=C1)F)=O)C(=O)O